2-(2-oxo-5-propyl-1,3-thiazol-3(2H)-yl)propanamide O=C1SC(=CN1C(C(=O)N)C)CCC